1-(4-(2-cyano-7-((5-cyclopropyl-7-methyl-1H-indol-4-yl)methyl)-7-azaspiro[3.5]nonan-6-yl)benzamido)cyclopropane-1-carboxylic acid C(#N)C1CC2(C1)CC(N(CC2)CC2=C1C=CNC1=C(C=C2C2CC2)C)C2=CC=C(C(=O)NC1(CC1)C(=O)O)C=C2